3-chloro-5-(3-isopropyl-5-(1-((tetrahydrofuran-3-yl)methyl)piperidin-4-yl)-1H-indol-2-yl)-1,4-dimethylpyridin-2(1H)-one ClC=1C(N(C=C(C1C)C=1NC2=CC=C(C=C2C1C(C)C)C1CCN(CC1)CC1COCC1)C)=O